2-[4-(7-morpholinoquinazolin-5-yl)oxy-cyclohexyl]isoindoline-1,3-dione O1CCN(CC1)C1=CC(=C2C=NC=NC2=C1)OC1CCC(CC1)N1C(C2=CC=CC=C2C1=O)=O